N-(5-(bis(2-hydroxyethyl)amino)-2-((2-chloro-4,6-dinitrophenyl)diazenyl)-4-methoxyphenyl)acetamide OCCN(C=1C(=CC(=C(C1)NC(C)=O)N=NC1=C(C=C(C=C1[N+](=O)[O-])[N+](=O)[O-])Cl)OC)CCO